O1CCCC2=CC(=CC=C12)S(=O)(=O)N1CCC2(C[C@H](CO2)NC[C@@H](COC=2C=C(C=CC2)S(=O)(=O)NC)O)CC1 3-((S)-3-((R)-8-(chroman-6-ylsulfonyl)-1-oxa-8-azaspiro[4.5]decan-3-ylamino)-2-hydroxypropoxy)-N-methylbenzenesulfonamide